FC=1C=C(C=CC1F)C1=CC(=C(C=C1)O)NC(=O)C1=CC=CC(=C1)O 4-({3',4'-difluoro-4-hydroxy-[1,1'-biphenyl]-3-yl}carbamoyl)-6-hydroxybenzene